FC=1C=C2C(CCN3C2=C(C1F)OCC3)=O 9,10-difluoro-3,5,6,7-tetrahydro-2H-[1,4]oxazino[2,3,4-ij]quinolin-7-one